C1=CC=CC=2C3=CC=CC=C3C(C12)COC(=O)N(C(C(=O)OC(C)(C)C)CCC=1C=NC(=CC1)OC)C tert-Butyl 2-((((9H-fluoren-9-yl)methoxy) carbonyl)(methyl)amino)-4-(6-methoxypyridin-3-yl)butanoate